butyl 2-(4-(4-(4,4,5,5-tetramethyl-1,3,2-dioxaborolan-2-yl)phenyl)piperazin-1-yl)acetate CC1(OB(OC1(C)C)C1=CC=C(C=C1)N1CCN(CC1)CC(=O)OCCCC)C